N1(C=NC=C1)C1=NC2=CC=CC=C2C(=N1)C(=O)O 2-(imidazol-1-yl)quinazoline-4-carboxylic acid